C1(CC1)C(=O)NC1=CC(=C(N=N1)C(=O)NC([2H])([2H])[2H])NC1=C2N(CC=3N(C2=CC(=C1)F)N=C(N3)C)C 6-(cyclopropanecarboxamido)-4-((8-fluoro-2,5-dimethyl-4,5-dihydro-[1,2,4]triazolo[1,5-a]quinoxalin-6-yl)amino)-N-(methyl-d3)pyridazine-3-carboxamide